(S)-N-(6-(1,2-dimethyl-1H-imidazol-5-yl)isoquinolin-3-yl)-2-(2,4-dimethylpiperazin-1-yl)acetamide CN1C(=NC=C1C=1C=C2C=C(N=CC2=CC1)NC(CN1[C@H](CN(CC1)C)C)=O)C